CS(=O)(=O)OCCCNC(=O)OCCC=1N(N=C(C1)C1=NN(C2=CC=C(C=C12)O[Si](C)(C)C(C)(C)C)C1OCCCC1)C 3-[2-[5-[5-[tert-butyl(dimethyl)silyl]oxy-1-tetrahydropyran-2-yl-indazol-3-yl]-2-methyl-pyrazol-3-yl] ethoxycarbonylamino]propyl methanesulfonate